5-(1-(4-fluorobenzyl)-1H-pyrazol-4-yl)-1-methylpyridin-2(1H)-one FC1=CC=C(CN2N=CC(=C2)C=2C=CC(N(C2)C)=O)C=C1